benzo[e][1,2,4]triazin N1=NC=NC2=C1C=CC=C2